6-((4-fluorophenyl)amino)-N-methoxy-4-((2-(N-methylmethanesulfonamido)pyridin-3-yl)amino)nicotinamide FC1=CC=C(C=C1)NC1=NC=C(C(=O)NOC)C(=C1)NC=1C(=NC=CC1)N(S(=O)(=O)C)C